COC1[C@](OC=2C=C(C=C(C2C1=O)O)O)(C1=CC=C(O)C=C1)OC DimethoxyNaringenin